C(C1=CC=CC=C1)O[C@@H]1[C@@H]([C@@H]2[C@H](O[C@H](C(N2)=O)CC(=O)NCCCCNC(OC(C)(C)C)=O)O[C@@H]1COCC1=CC=CC=C1)OCC1=CC=CC=C1 tert-butyl (4-(2-((3S,4aS,6R,7R,8R,8aR)-7,8-bis(benzyloxy)-6-((benzyloxy)methyl)-2-oxohexahydro-1H,6H-pyrano[2,3-b][1,4]oxazin-3-yl)acetamido)butyl)carbamate